4'-[benzene-1,3,5-triyl-tris(acetylene-2,1-diyl)]tribenzaldehyde C1(=CC(=CC(=C1)C#CC1=C(C=O)C=CC=C1)C#CC1=C(C=O)C=CC=C1)C#CC1=C(C=O)C=CC=C1